[F-].[K+3].[F-].[F-] potassium(III) fluoride